N'-methylphenylenediurea CNC(NC1=C(C=CC=C1)NC(=O)N)=O